N1=C(C=CC=C1)CN1CCN(C2=CC=CC=C12)C(=O)N[C@@H]1CNCC1 (S)-4-(pyridin-2-ylmethyl)-N-(pyrrolidin-3-yl)-3,4-dihydroquinoxaline-1(2H)-carboxamide